6-(hydroxymethyl)-3-((5-nitro-1-(benzenesulfonyl)-1H-pyrrolo[2,3-b]pyridin-4-yl)amino)tetrahydro-2H-pyran-3-carboxylic acid methyl ester COC(=O)C1(COC(CC1)CO)NC1=C2C(=NC=C1[N+](=O)[O-])N(C=C2)S(=O)(=O)C2=CC=CC=C2